OC\C=C(\CCC(C)=O)/CC\C=C(\CCC=C(C)C)/C (5e,8e)-5-(2-hydroxyethylidene)-9,13-dimethyltetradeca-8,12-dien-2-one